5-{4-[2-(2-ethoxyethoxy)ethoxy]phenyl}-2-[(methylsulfonyl)oxy]pentanoic acid ethyl ester C(C)OC(C(CCCC1=CC=C(C=C1)OCCOCCOCC)OS(=O)(=O)C)=O